2-(1-(3-chlorophenyl)cyclopropyl)-6-(3-phenoxybenzoyl)-3,5,6,7,8,9-hexahydro-4H-pyrimido[5,4-c]azepin-4-one ClC=1C=C(C=CC1)C1(CC1)C=1NC(C=2CN(CCCC2N1)C(C1=CC(=CC=C1)OC1=CC=CC=C1)=O)=O